CN(C=O)CCNC(OC(C)(C)C)=O tert-butyl (2-(N-methylformamido)ethyl)carbamate